FC1(C[C@H](N(C1)C(CN1C[C@H](CC1)NC=1C2=C(C=NC1)C=CO2)=O)C#N)F (S)-4,4-Difluoro-1-(2-((S)-3-(furo[3,2-c]pyridin-7-ylamino)pyrrolidin-1-yl)acetyl)pyrrolidin-2-carbonitril